The molecule is an aporphine alkaloid that exhibits anti-cancer, trypanocidal and antiplasmodial activites. It has a role as an antineoplastic agent, a trypanocidal drug and an antiplasmodial drug. It is an oxacycle, an organic heteropentacyclic compound and an aporphine alkaloid. It derives from a hydride of an aporphine. C1CN[C@@H]2CC3=CC=CC=C3C4=C2C1=CC5=C4OCO5